C(C)(C)(C)C1=NC(=NO1)C(=O)NCC1=C(C=C(C(=C1)F)C1=NC=NN2C1=CC(=C2)N2CCOCC2)Cl 5-tert-butyl-N-[[2-chloro-5-fluoro-4-(6-morpholinopyrrolo[2,1-f][1,2,4]triazin-4-yl)phenyl]methyl]-1,2,4-oxadiazole-3-carboxamide